ortho-aminotoluenesulfonic acid NC1=C(CS(=O)(=O)O)C=CC=C1